NC1OC=2C(C(C1C#N)C1=C(C=CC=C1)[N+](=O)[O-])C(CC(C2)(C)C)=O 2-amino-4-(2-nitrophenyl)-3-cyano-7,7-dimethyl-5-oxo-tetrahydrobenzopyran